ClC=1C(=NC(=NC1)NC1CCOCC1)C1=CC=C2CN(C(C2=C1)=O)CC(=O)N[C@@H]1[C@@H](CC2=CC=CC=C12)O 2-(6-{5-chloro-2-[(oxacyclohex-4-yl)amino]pyrimidin-4-yl}-1-oxo-2,3-dihydro-1H-isoindol-2-yl)-N-[(1S,2R)-2-hydroxy-2,3-dihydro-1H-inden-1-yl]acetamide